ClC1=C(C(=CC=C1Cl)O)[C@@H]1C[C@H]2N(C([C@@H](NC2=O)CO)=O)CC1 (3S,8S,9aR)-8-(2,3-dichloro-6-hydroxyphenyl)-3-(hydroxymethyl)hexahydro-4H-pyrido[1,2-a]pyrazine-1,4(6H)-dione